CC1=CC=C(C=C1)C p-methylphenylmethane